tetrafluorothianthrene oxide FC1=C(C(=C(C=2SC3=CC=CC=C3S(C12)=O)F)F)F